4''-(3-methyl-9H-carbazol-9-yl)-[1,1':2',1''-terphenyl]-3'-carbonitrile CC=1C=CC=2N(C3=CC=CC=C3C2C1)C1=CC=C(C=C1)C1=C(C=CC=C1C#N)C1=CC=CC=C1